C(\C=C\C1=CC(O)=C(O)C=C1)(=O)NCCC1=CC=C(C=C1)OC N-caffeoyl-O-methyl-tyramine